NC=1SC2=C(C1C#N)C(=CC=C2F)C=2C1=C(C=3C=NC(=NC3C2C)OC[C@H]2N(CCC2)C)CCOC1 2-Amino-7-fluoro-4-[5-methyl-3-[[(2S)-1-methylpyrrolidin-2-yl]methoxy]-9,10-dihydro-7H-pyrano[4,3-f]quinazolin-6-yl]benzothiophene-3-carbonitrile